methyl (E)-2-methyl-3-(5-(methylcarbamoyl)furan-2-yl)acrylate C/C(/C(=O)OC)=C\C=1OC(=CC1)C(NC)=O